NC1=NC=C(C=N1)C1=CC=C(C=N1)C=1C(=C(C=CC1F)NS(=O)(=O)C=1C(=NC=C(C1)Cl)OC)F N-(3-(6-(2-aminopyrimidin-5-yl)pyridin-3-yl)-2,4-difluorophenyl)-5-chloro-2-methoxypyridine-3-sulfonamide